N-phenyl-phthalic acid monoamide C1(=CC=CC=C1)NC(C=1C(C(=O)O)=CC=CC1)=O